1-Methyl-2-butylpyrrolidinium methanesulfonate CS(=O)(=O)[O-].C[NH+]1C(CCC1)CCCC